FC1=C(C=CC(=C1F)OC)C1=CN=C2N1C=CN=C2NC2=CC(=C(C(=O)NCCCNC(=O)C1CCN(CC1)C(=O)OC(C)(C)C)C=C2)CC tert-Butyl 4-[3-[[4-[[3-(2,3-difluoro-4-methoxy-phenyl)imidazo[1,2-a]pyrazin-8-yl]amino]-2-ethyl-benzoyl]amino]propylcarbamoyl]piperidine-1-carboxylate